C(OCCCCCCCCCCCC1=CC=C2C3=C1O[C@@H]1[C@]34CCN(C([C@@]4(CCC1=C)O)C2)CC2CC2)([O-])=O (4aS,7aS,12bS)-3-(cyclopropylmethyl)-4a-hydroxy-7-methylene-2,3,4,4a,5,6,7,7a-octahydro-1H-4,12-methanobenzofuro[3,2-e]isoquinolin-9-ylundecyl carbonate